FC1(CCC(CC1)N1N=CC=C(C1=O)NC(OC(C)(C)C)=O)F tert-butyl (2-(4,4-difluorocyclohexyl)-3-oxo-2,3-dihydropyridazin-4-yl)carbamate